furan tin [Sn].O1C=CC=C1